2-chloro-N-[6-chloro-2-[7-fluoro-2-(oxan-2-yl)indazole-4-carbonyl]-4-iodonaphthalen-1-yl]acetamide ClCC(=O)NC1=C(C=C(C2=CC(=CC=C12)Cl)I)C(=O)C=1C2=CN(N=C2C(=CC1)F)C1OCCCC1